4-((1R,5S)-3,8-diazabicyclo[3.2.1]octan-3-yl)-7-(5-chloro-1H-indol-3-yl)-8-fluoro-2-(((S)-1-methylpyrrolidin-2-yl)methoxy)quinazoline [C@H]12CN(C[C@H](CC1)N2)C2=NC(=NC1=C(C(=CC=C21)C2=CNC1=CC=C(C=C21)Cl)F)OC[C@H]2N(CCC2)C